monoethyl-(3,5-di-tert-butyl-4-hydroxybenzyl)phosphonic acid calcium salt [Ca+2].C(C)OP([O-])(=O)CC1=CC(=C(C(=C1)C(C)(C)C)O)C(C)(C)C.C(C)OP([O-])(=O)CC1=CC(=C(C(=C1)C(C)(C)C)O)C(C)(C)C